O=CC=1C(C(=CC(C1)=O)C=O)=O 2,6-dioxomethyl-1,4-benzoquinone